NC=1C=CC(=C2CN(C(C12)=O)CC(C#N)=C)C1=CC(=C(C(=C1)Cl)N)Cl 2-{[7-amino-4-(4-amino-3,5-dichlorophenyl)-1-oxo-2,3-dihydro-1H-isoindol-2-yl]methyl}prop-2-enenitrile